2-Acetylbicyclo[2.2.2]oct-5-en-2-yl benzoate C(C1=CC=CC=C1)(=O)OC1(C2C=CC(C1)CC2)C(C)=O